[Na].ClC1=NC2=CC=C(C=C2C(=C1)NC1=CC=C(C=C1)[N+](=O)[O-])C(=O)C1=CC=CC=C1 (2-chloro-4-((4-nitrophenyl)amino)quinolin-6-yl)(phenyl)methanone Sodium